(2-(chloromethyl)phenyl)carbamic acid tert-butyl ester C(C)(C)(C)OC(NC1=C(C=CC=C1)CCl)=O